ClC1=C(C=CC=C1OC)C(=O)N1C[C@H]2CO[C@@H](CN2CC1)C1=NC=C(C(=C1)C(F)(F)F)Cl (2-chloro-3-methoxyphenyl)-[(3S,9aS)-3-[5-chloro-4-(trifluoromethyl)-2-pyridyl]-3,4,6,7,9,9a-hexahydro-1H-pyrazino[2,1-c][1,4]oxazin-8-yl]methanone